3-acetyl-6-bromo-4-phenyl-1,2-dihydroquinolin C(C)(=O)C=1CNC2=CC=C(C=C2C1C1=CC=CC=C1)Br